6-fluoro-1-methyl-5-(5-piperazin-1-yl-3,4-dihydro-2H-quinolin-1-yl)-[1,2,4]triazolo[4,3-a]quinazoline FC1=C2C(=NC=3N(C2=CC=C1)C(=NN3)C)N3CCCC1=C(C=CC=C31)N3CCNCC3